N-[[2-(2-cyclopropylphenyl)-3-methyl-1H-indole-5-yl]methyl]-4-methyl-pyrimidine-5-carboxamide C1(CC1)C1=C(C=CC=C1)C=1NC2=CC=C(C=C2C1C)CNC(=O)C=1C(=NC=NC1)C